(1R,2R)-2-(1H-benzo[d]imidazol-2-yl)-N-(2-oxo-2-((4-(trifluoromethyl)phenyl)amino)ethyl)cyclopropane-1-carboxamide N1C(=NC2=C1C=CC=C2)[C@H]2[C@@H](C2)C(=O)NCC(NC2=CC=C(C=C2)C(F)(F)F)=O